Cl.COC1=C(C=CC(=C1)CNC(CCCC\C=C\C(C)C)=O)C(N(CC)CC)C(=O)O (E)-2-methoxy-4-((8-methylnon-6-enamido)methyl)phenyldiethylglycine hydrochloride